C1(CC1)N1N=CC(=C1)C1=CC(=NC(=C1)C)N(C(=O)[C@@H]1CC[C@H](CC1)O)C[C@@H]1CC[C@H](CC1)C1=CC(=C(C=C1)OC)C trans-N-(4-(1-Cyclopropyl-1H-pyrazol-4-yl)-6-methylpyridin-2-yl)-4-hydroxy-N-((trans-4-(4-methoxy-3-methylphenyl)cyclohexyl)methyl)-cyclohexanecarboxamide